[Br-].CC1=CSC=C1OCCC[N+](CC)(CC)CC 3-methyl-4-(3-(N,N,N-triethylammonio)propoxy)thiophene bromide